5,6-dichloro-1H-1,3-benzodiazol-2-amine ClC1=CC2=C(NC(=N2)N)C=C1Cl